FC1=C(CC2=NC3=C(N2C[C@H]2OCC2)C=C(C=C3)C(=O)O)C=C(C(=C1)C1=NC(=CC=C1)OCC=1SC(=CN1)C1=NC=CN=C1)F (S)-2-(2,5-difluoro-4-(6-((5-(pyrazin-2-yl)thiazol-2-yl)methoxy)pyridin-2-yl)benzyl)-1-(oxetan-2-ylmethyl)-1H-benzo[d]imidazole-6-carboxylic acid